C\C(=C/CC=O)\CCCC(C)C (E)-4,8-dimethyl-non-3-enal